3-(3-Chloro-4-fluorophenyl)-1-(6-methoxypyridazin-4-yl)-1-((5-(trifluoromethyl)-1H-pyrazol-3-yl)methyl)urea ClC=1C=C(C=CC1F)NC(N(CC1=NNC(=C1)C(F)(F)F)C1=CN=NC(=C1)OC)=O